C1(=CC=CC=C1)C(C)(C1=CC(=C(C(=C1)CO)O)CO)C1=CC(=C(C(=C1)CO)O)CO 4,4'-(1-phenylethylidene)bis[2,6-bis(hydroxymethyl)phenol]